ClC1=CC(=C(C=C1)C1=C(N(N=N1)C)CN1N=CC(=CC1=O)N1CC(C1)OCCC)F 2-((5-(4-chloro-2-fluoro-phenyl)-3-methyl-triazol-4-yl)methyl)-5-(3-propoxyazetidin-1-yl)pyridazin-3-one